[2H]C1(C(NC(CC1)=O)=O)C1=CC(=C(C=C1)N1CCC(CC1)(O)CC(=O)O)F 2-[1-[4-(3-deuterio-2,6-dioxo-3-piperidyl)-2-fluoro-phenyl]-4-hydroxy-4-piperidyl]acetic acid